CC(C)(OC(NCCOCCOCCOCCCC(=O)OCC)=O)C ethyl 2,2-dimethyl-4-oxo-3,8,11,14-tetraoxa-5-aza-heptadecane-17-carboxylate